C(C)(=O)NC1=CC=C(C=C1)NC(C1=C(N=CC(=C1)C1=CC=C(C=C1)N(C)C)N)=O N-(4-acetamidophenyl)-2-amino-5-(4-(dimethylamino)phenyl)nicotinamide